2,2,2-trifluoro-1-(7-fluoro-3-methyl-1-benzofuran-2-yl)ethanamine FC(C(N)C=1OC2=C(C1C)C=CC=C2F)(F)F